C(C)(C)(C)NCCN(C)C1=C(C=C(C=C1)N)CS(=O)(=O)C tert-butyl-2-((4-amino-2-(methylsulfonylmethyl)phenyl)(methyl)amino)ethylamine